CC1=C(C=CC(=C1)C(F)(F)F)B(O)O (2-methyl-4-(trifluoromethyl)phenyl)boronic acid